N,N-dimethyl-1H-pyrazol-3-amine CN(C1=NNC=C1)C